ClC=1C(=NC=CC1C1=NC(=C(C=C1)CNC[C@H]1NC(CC1)=O)OC)C=1C(=C(C=CC1)NC(C1=NC(=C(C=C1)CNCCO)C)=O)C (S)-N-(3-(3'-chloro-6-methoxy-5-((((5-oxopyrrolidin-2-yl)methyl)amino)methyl)-[2,4'-bipyridin]-2'-yl)-2-methylphenyl)-5-(((2-hydroxyethyl)amino)methyl)-6-methylpicolinamide